3-((3-exo)-3-((3-methyl-6-((5-methyl-1H-pyrazol-3-yl)amino)-1H-pyrazolo[3,4-d]pyrimidin-4-yl)amino)-8-azabicyclo[3.2.1]octan-8-yl)propionitrile CC1=NNC2=NC(=NC(=C21)NC2CC1CCC(C2)N1CCC#N)NC1=NNC(=C1)C